ClC1=C(C=C2CC(C=3C(=C(C(NC3C2=N1)=O)C(=O)O)O)C(C)C)OCCCOC 9-chloro-4-hydroxy-5-isopropyl-8-(3-methoxypropoxy)-2-oxo-1,2,5,6-tetrahydro-1,10-phenanthroline-3-carboxylic acid